N-(2,6-dimethylphenyl)-2-(4-fluorophenyl)imidazole CC1=C(C(=CC=C1)C)N1C(=NC=C1)C1=CC=C(C=C1)F